C(C)(C)(C)C=1C=C(C(=O)O)C=C(C1O)C(C)(C)C 3,5-bis(tert-butyl)-4-hydroxybenzoic acid